2,7-bis(alpha-acetoxybenzyl)acridine C(C)(=O)OC(C1=CC=CC=C1)C1=CC2=CC3=CC(=CC=C3N=C2C=C1)C(C1=CC=CC=C1)OC(C)=O